C(C)(C)(C)C1[C@@H]([C@@H](N2CCC=C12)C1=NNC=C1)CO tert-butyl-(2s,3r,7ar)-2-(hydroxymethyl)-3-(1H-pyrazol-3-yl)tetrahydro-1H-pyrrolizine